(E)-N-(3-acetamidobenzyl)-2-cyano-3-(1H-pyrrolo[2,3-b]pyridin-3-yl)acrylamide C(C)(=O)NC=1C=C(CNC(\C(=C\C2=CNC3=NC=CC=C32)\C#N)=O)C=CC1